(1R,4R)-4-(aminomethyl)cyclohexane-1-carboxylic acid methyl ester hydrochloride Cl.COC(=O)C1CCC(CC1)CN